(R)-methyl-N-(1-(3-(piperidinyl)-1,2,4-thiadiazol-5-yl)ethyl)-3-(trifluoromethyl)-1H-pyrazole-5-carboxamide CN1N=C(C=C1C(=O)N[C@H](C)C1=NC(=NS1)N1CCCCC1)C(F)(F)F